(S)-1-(5-fluoro-4-((1-(5-(3-fluorophenyl)-4,5-dihydro-1H-pyrazole-1-carbonyl)azetidin-3-yl)oxy)pyridin-2-yl)-3,5-dimethyl-1H-pyrazole-4-sulfonamide FC=1C(=CC(=NC1)N1N=C(C(=C1C)S(=O)(=O)N)C)OC1CN(C1)C(=O)N1N=CC[C@H]1C1=CC(=CC=C1)F